O=C1N(CC2=CC(=CC=C12)C1=NC=CC(=C1)CN1CC(CC1)OC1=CC=CC=C1)C1C(NC(CC1)=O)=O 3-(1-oxo-5-(4-((3-phenoxypyrrolidin-1-yl)methyl)pyridin-2-yl)isoindolin-2-yl)piperidine-2,6-dione